C(C)(C)(C)OC(=O)N1C=CC2=C(C(=CC(=C12)C)OC)CN1[C@@H](C[C@H](CC1)C1=CC=CC=C1)C1=CC=C(C=C1)C#N |r| (+-)-trans-4-(((2S,4S)-2-(4-cyanophenyl)-4-phenylpiperidin-1-yl)methyl)-5-methoxy-7-methyl-1H-indole-1-carboxylic acid tert-butyl ester